[Si](C)(C)(C(C)(C)C)OC1(CC(C1)=N[S@@](=O)C(C)(C)C)C (S)-N-(3-((tert-butyldimethylsilyl)oxy)-3-methylcyclobutylidene)-2-methylpropane-2-sulfinamide